[1-(3-fluoro-4-methoxy-phenyl)-1H-[1,2,3]Triazol-4-yl]-methanol FC=1C=C(C=CC1OC)N1N=NC(=C1)CO